C(CC)O[Si](O)(C)C propylmethylmethylsilanediol